C(C)(C)(C)OC(=O)N1CCC(CC1)N(C1=NC=C(C(=N1)OCC)C(=O)OCC)CC ethyl 2-((1-(tert-butoxycarbonyl) piperidin-4-yl) (ethyl) amino)-4-ethoxypyrimidine-5-carboxylate